NC(C(=O)O)O aminoglycolic acid